N-[1-[3-fluoro-4-(1-methylindazol-5-yl)oxy-phenyl]ethylidene]-2-methyl-propane-2-sulfinamide FC=1C=C(C=CC1OC=1C=C2C=NN(C2=CC1)C)C(C)=NS(=O)C(C)(C)C